C(CCCCCC(=O)[O-])(=O)[O-].[NH4+].[NH4+] ammonium pimelate